BrC1=C(C=O)C=CC=C1OCC1=CC=C(C=C1)OC 2-bromo-3-[(4-methoxyphenyl)methoxy]benzaldehyde